1-((2-aminopyridin-4-yl)methyl)-5,5-dimethyl-3-(4-(trifluoromethyl)phenyl)imidazolidine-2,4-dione NC1=NC=CC(=C1)CN1C(N(C(C1(C)C)=O)C1=CC=C(C=C1)C(F)(F)F)=O